2-(6-chloro-2-(ethylthio)pyrazolo[1,5-a]pyrimidin-3-yl)-3-methyl-6-(trifluoromethyl)-3H-imidazo[4,5-c]pyridine ClC=1C=NC=2N(C1)N=C(C2C2=NC1=C(C=NC(=C1)C(F)(F)F)N2C)SCC